OC=1C(=NC=C(C1C)C1=CN=C(S1)C1=CC=CC=C1)C(=O)NCC(=O)O (3-hydroxy-4-methyl-5-(2-phenylthiazol-5-yl)picolinoyl)glycine